N-((3-((5-((3S,4S)-4-amino-3-methyl-2-oxa-8-azaspiro[4.5]decan-8-yl)pyrazin-2-yl)thio)-2-chloro-phenyl)carbamoyl)pyrrolidine-1-sulfonamide N[C@@H]1[C@@H](OCC12CCN(CC2)C=2N=CC(=NC2)SC=2C(=C(C=CC2)NC(=O)NS(=O)(=O)N2CCCC2)Cl)C